N-(4-(2-((4-(dimethyl-amino)-3-hydroxycyclohexyl)amino)-8-isopropyl-7-oxo-7,8-dihydropyrido[2,3-d]-pyrimidin-6-yl)-2-fluorophenyl)-3,3,3-trifluoropropane-1-sulfonamide CN(C1C(CC(CC1)NC=1N=CC2=C(N1)N(C(C(=C2)C2=CC(=C(C=C2)NS(=O)(=O)CCC(F)(F)F)F)=O)C(C)C)O)C